3-Hydroxy-4-[8-(3-hydroxy-3-methyl-cyclobutyl)-6,7-dihydropyridazino[4,3-b][1,4]oxazin-3-yl]-5-methyl-benzonitrile OC=1C=C(C#N)C=C(C1C1=CC=2OCCN(C2N=N1)C1CC(C1)(C)O)C